4-amino-3-[6-(3-trifluoromethylphenyl)pyridine-3-ylazo]naphthalene-1-sulfonic acid NC1=C(C=C(C2=CC=CC=C12)S(=O)(=O)O)N=NC=1C=NC(=CC1)C1=CC(=CC=C1)C(F)(F)F